C1(=CCCCCCCCC1)C(C(=O)O)(C1=CCCCCCCCC1)C1=CCCCCCCCC1.NC1=C(C(=O)NC(C)C)C=C(C=N1)C1=C(C=C(C=C1)NC(C(C1=C(C=CC=C1)C)O)=O)CC 2-amino-5-(2-ethyl-4-(2-hydroxy-2-(o-tolyl)acetamido)phenyl)-N-isopropyl-nicotinamide Tricyclodecenyl-acetate